C1(=C(C(=C(C(=C1[2H])[2H])N(C=1C(=C(C(=C2C=3C(=C(C(=C(C3C3(C12)C1=C(C(=C(C(=C1C=1C(=C(C(=C(C13)[2H])[2H])[2H])[2H])[2H])[2H])[2H])[2H])[2H])[2H])[2H])[2H])[2H])[2H])[2H])C1=C(C(=C(C(=C1[2H])[2H])C1=C(C(=C(C(=C1[2H])[2H])[2H])[2H])[2H])[2H])[2H])[2H])[2H])C1=C(C(=C(C(=C1[2H])[2H])[2H])[2H])[2H] N,N-bis[(2,2',3,3',4',5,5',6,6'-2H9)-[1,1'-biphenyl]-4-yl](1,1',2,2',3,3',4,4',5,5',6,6',7,7',8'-2H15)-9,9'-spirobi[fluoren]-8-amine